OC1=CC=CC=C1 para-hydroxybenzene